1-(tert-butyl) 2-methyl (2S,3R)-3-fluoropyrrolidine-1,2-dicarboxylate F[C@H]1[C@@H](N(CC1)C(=O)OC(C)(C)C)C(=O)OC